FC=1C=C(C=CC1)C1=NC(=NC=C1)NC1CC2(CC(C2)OC2=C(C(=O)N)C=CC=N2)C1 2-(((2S,4s,6S)-6-((4-(3-fluorophenyl)pyrimidin-2-yl)amino)spiro[3.3]heptan-2-yl)oxy)nicotinamide